(1S,3S)-3-((6-(5-(((4-cyclopropoxy-pyrimidin-2-yl)amino)methyl)-1-methyl-1H-1,2,3-triazol-4-yl)-2-methylpyridin-3-yl)oxy)cyclohexane-1-carboxylic acid C1(CC1)OC1=NC(=NC=C1)NCC1=C(N=NN1C)C1=CC=C(C(=N1)C)O[C@@H]1C[C@H](CCC1)C(=O)O